(S)-tert-butyl 4-(1-(2,6-bis(benzyloxy)pyridin-3-yl)-3-methyl-2-oxo-2,3-dihydro-1H-benzo[d]imidazol-5-yl)-2-methylpiperazine-1-carboxylate C(C1=CC=CC=C1)OC1=NC(=CC=C1N1C(N(C2=C1C=CC(=C2)N2C[C@@H](N(CC2)C(=O)OC(C)(C)C)C)C)=O)OCC2=CC=CC=C2